CN(C1=CC=C2C=C(NC2=C1)C(=O)N1CC2=C(NC=3C=CC=CC23)CC1)C (6-Dimethylamino-1H-indol-2-yl)-(1,3,4,5-tetrahydro-pyrido[4,3-b]indol-2-yl)-methanone